S(C1=C(C=C(C=C1C(C)(C)C)O)C)C1=C(C=C(C=C1C(C)(C)C)O)C 4,4'-thiobis(5-tert-butyl-3-methylphenol)